3-(5-(4-((3-azabicyclo[3.1.0]hexan-3-yl)methyl)-1-methyl-1H-pyrrolo[2,3-b]pyridin-6-yl)-1-oxoisoindolin-2-yl)piperidine-2,6-dione C12CN(CC2C1)CC1=C2C(=NC(=C1)C=1C=C3CN(C(C3=CC1)=O)C1C(NC(CC1)=O)=O)N(C=C2)C